4-(tert-butyloxycarbonylamino)benzoic acid C(C)(C)(C)OC(=O)NC1=CC=C(C(=O)O)C=C1